C12(CC(C1)C2)N2N=CC(=C2)N2N=CC=1C2=NC(=C(C1)Cl)N1CCN(CC1)C1(C(COC1)O)C 4-(4-{1-[1-(bicyclo[1.1.1]pentan-1-yl)-1H-pyrazol-4-yl]-5-chloro-1H-pyrazolo[3,4-b]pyridin-6-yl}piperazin-1-yl)-4-methyloxolan-3-ol